3-[2-[(5-Methyltetrazol-2-yl)methyl]-4-(trifluoromethyl)phenyl]-1-(2,3,4,6-tetrahydro-1H-pyrrolo[3,4-c]pyrrol-5-yl)propan-1-one CC=1N=NN(N1)CC1=C(C=CC(=C1)C(F)(F)F)CCC(=O)N1CC2=C(C1)CNC2